N1C=C(C2=CC=CC=C12)CC(CCC(C)C)N 1-(1H-indol-3-yl)-5-methylhexane-2-amine